N1=C(C=CC=C1)NC(C(C)(C)C)=O N-(pyridine-2-yl)pivalic amide